1,3,5-trihydroxymesitylene OC1(CC(CC(C1)(C)O)(C)O)C